2-chloro-N-((4-methyl-6-(3-(trifluoromethyl)-5,6-dihydro-[1,2,4]triazolo[4,3-a]pyrazin-7(8H)-yl)pyridin-3-yl)methyl)-1H-pyrrolo[2,3-b]pyridin-4-amine ClC1=CC2=C(N=CC=C2NCC=2C=NC(=CC2C)N2CC=3N(CC2)C(=NN3)C(F)(F)F)N1